4-(5,6-difluoro-1H-indazol-3-yl)-1,5-naphthyridine FC=1C=C2C(=NNC2=CC1F)C1=CC=NC2=CC=CN=C12